2,3-difluoro-5-methoxyphenylboronic acid FC1=C(C=C(C=C1F)OC)B(O)O